Cl.C(C)N=C=NCCCN(C)C ethyl-3-(3-(dimethylamino)propyl)-carbodiimide hydrochloride